CS(=O)(=O)OC(C([2H])([2H])[2H])C([2H])([2H])[2H] propane-1,1,1,3,3,3-d6-2-ol methanesulfonate